N-(4-(2-((4-(4-(1,3-dioxolan-2-yl)piperidin-1-yl)phenyl)amino)pyrimidin-4-yl)-2-methylbenzyl)-3-isopropoxyazetidine-1-carboxamide O1C(OCC1)C1CCN(CC1)C1=CC=C(C=C1)NC1=NC=CC(=N1)C1=CC(=C(CNC(=O)N2CC(C2)OC(C)C)C=C1)C